(R)-2-(N-[4-amino-5-[4-(difluoromethoxy)benzoyl]thiazol-2-yl]-4-chloro-3-fluoro-anilino)propanamide NC=1N=C(SC1C(C1=CC=C(C=C1)OC(F)F)=O)N(C1=CC(=C(C=C1)Cl)F)[C@@H](C(=O)N)C